1-(4-((5,11-dimethyl-6-oxo-6,11-dihydro-5H-benzo[e]pyrimido[5,4-b][1,4]diazepin-2-yl)amino)-3-ethoxyphenyl)piperidine-4-carboxamide, hydrochloride Cl.CN1C2=C(N(C3=C(C1=O)C=CC=C3)C)N=C(N=C2)NC2=C(C=C(C=C2)N2CCC(CC2)C(=O)N)OCC